(S)-2-aminobutyric acid N[C@H](C(=O)O)CC